9-(6-(1,4-oxazepan-4-yl)pyrimidin-4-yl)-1-(3,4-difluorophenyl)-1,9-diazaspiro[5.5]undecan-2-one O1CCN(CCC1)C1=CC(=NC=N1)N1CCC2(CCCC(N2C2=CC(=C(C=C2)F)F)=O)CC1